Tert-butyl 5-(2-bromo-4-chlorophenyl)-1,1-dioxo-1,2,5-thiadiazolidine-2-carboxylate BrC1=C(C=CC(=C1)Cl)N1CCN(S1(=O)=O)C(=O)OC(C)(C)C